FC(C=1C=CC2=C(NC(C3=C(O2)C=CN3)=O)C1)(F)F 7-(trifluoromethyl)-1H-pyrrolo[3,2-b][1,5]benzoxazepin-10(9H)-one